BrC1=CC=C(C=C1)C1=CN=C(S1)NC(=O)[C@H]1N(CCC1)C([C@H](C(C)(C)C)NC(=O)C1=CC2=C(S1)C=CC(=C2)C(F)(F)P(O)(O)=O)=O ((2-(((S)-1-((S)-2-((5-(4-bromophenyl)thiazol-2-yl)carbamoyl)pyrrolidin-1-yl)-3,3-dimethyl-1-oxobutan-2-yl)carbamoyl)benzo[b]thiophen-5-yl)difluoromethyl)phosphonic acid